1-(4-bromo-5-methoxy-1-methyl-pyrazol-3-yl)-N-methyl-methanamine BrC=1C(=NN(C1OC)C)CNC